C1(=CC=CC=C1)[Si]([2H])(C1=CC=CC=C1)C1=CC=CC=C1 triphenylsilane-d1